(2-Phenylhydrazono)indolin-2-one C1(=CC=CC=C1)NN=C1C(NC2=CC=CC=C12)=O